(2R,4R)-6-chloro-4-hydroxy-N-[3-(4-{[(1RS,3SR)-3-(trifluoromethoxy)cyclopentyl]oxy}-1H-pyrazol-1-yl)bicyclo[1.1.1]pentan-1-yl]-3,4-dihydro-2H-1-benzopyran-2-carboxamide ClC=1C=CC2=C([C@@H](C[C@@H](O2)C(=O)NC23CC(C2)(C3)N3N=CC(=C3)O[C@H]3C[C@H](CC3)OC(F)(F)F)O)C1 |&1:24,26|